C(C)OC1=CC=C(C=C1)C1=CN=CC(=N1)C(=O)NC=1NC2=C(C=CC(=C2C1)OC)F 6-(4-ethoxyphenyl)-N-(7-fluoro-4-methoxy-1H-indol-2-yl)pyrazine-2-carboxamide